(5S,8S)-N-(2,4-difluorobenzyl)-5-fluoro-8-hydroxy-5,6,7,8-tetrahydroquinoline-5-carboxamide diethyl-2,3-bis(trimethylsilyl)succinate C(C)OC(C(C(C(=O)OCC)[Si](C)(C)C)[Si](C)(C)C)=O.FC1=C(CNC(=O)[C@]2(C=3C=CC=NC3[C@H](CC2)O)F)C=CC(=C1)F